OC1COC(=C(C1=O)OC(C)=O)C 2,3-dihydro-3-hydroxy-5-acetoxy-6-methyl-4H-pyran-4-one